3,4,5,6-tetra(3,6-diphenyl-9H-carbazole-9-yl)isophthalonitrile C1(=CC=CC=C1)C=1C=CC=2N(C3=CC=C(C=C3C2C1)C1=CC=CC=C1)C1(CC(C#N)=C(C(=C1N1C2=CC=C(C=C2C=2C=C(C=CC12)C1=CC=CC=C1)C1=CC=CC=C1)N1C2=CC=C(C=C2C=2C=C(C=CC12)C1=CC=CC=C1)C1=CC=CC=C1)N1C2=CC=C(C=C2C=2C=C(C=CC12)C1=CC=CC=C1)C1=CC=CC=C1)C#N